C(CCCCCCC\C=C/C\C=C/CCCCC)(=O)OCCCCCCCCCCCCCCCCCCCCCCCCCCCC(=O)N[C@@H](CO)[C@H](O)[C@H](O)CCCCCCCCCCCCCC N-(28-((linoleoyl)oxy)octacosanoyl)-phytosphingosine